O1N=CC(=C1)C1=CC=C(C[N+]2=NOC(=C2)[N-]C(NC2=CC(=CC=C2)C(F)(F)F)=O)C=C1 (3-(4-(isoxazol-4-yl)benzyl)-1,2,3-oxadiazol-3-ium-5-yl)((3-(trifluoromethyl)phenyl)carbamoyl)amide